(+/-)-[2-{4-[(3-cyclobutyl-1H-pyrrolo[2,3-b]pyridin-4-yl)oxy]-3,5-difluoroanilino}-5-fluoro-5,6-dihydro-4H-1,3-oxazin-5-yl]methanol C1(CCC1)C1=CNC2=NC=CC(=C21)OC2=C(C=C(NC=1OC[C@](CN1)(F)CO)C=C2F)F |r|